FC1=C(C(=C(C(=C1F)F)C1=C(C(=C(C(=C1F)F)F)F)F)C1=C(C(=C(C(=C1F)F)F)F)F)C1=C(C(=C(C(=C1F)F)F)F)F perfluoro(triphenylbenzene)